COC=1C(=NC=CN1)NC(=O)C=1C=NC(=CC1)C(F)(F)F N-(3-methoxypyrazin-2-yl)-6-(trifluoromethyl)pyridine-3-carboxamide